N1CC(C1)CNC1=C(N=NC(=C1)NC1=NC=C(N=C1)C#N)C(=O)NC 4-(azetidin-3-ylmethylamino)-6-(5-cyanopyrazin-2-ylamino)-N-methylpyridazine-3-carboxamide